aminomethane NC